OC[C@@H]1OC2=C(OC1)C=CC(=C2)C#N (S)-3-(hydroxymethyl)-2,3-dihydrobenzo[b][1,4]dioxin-6-carbonitrile